ClCCC/C=C/CCCCCC(OCCC)OCCC (7E)-11-chloro-1,1-dipropyloxy-7-undecene